N-methyl-pyrazolo[1,5-a]pyridine-5-carboxamide CNC(=O)C1=CC=2N(C=C1)N=CC2